O=C(CC=1C(N(N=CC1)C1=CC=CC=C1)=O)N1C[C@H]2C([C@H]2C1)COC=1C(=NC=CC1)C(F)(F)F 4-(2-oxo-2-((1R,5S,6r)-6-(((2-(trifluoromethyl)pyridin-3-yl)oxy)methyl)-3-azabicyclo[3.1.0]hexan-3-yl)ethyl)-2-phenyl-pyridazin-3(2H)-one